FC1=CC2=C(N=C3N2CC2(C(OC(C2)C)=O)C=2C=CC=CC32)C=C1F 9,10-difluoro-5'-methyl-4',5'-dihydro-2'H,6H-spiro[benzo[4,5]imidazo[2,1-a]isoquinoline-5,3'-furan]-2'-one